C(C)(C)(C)OC(CC1CC(CN(C1)C(=O)OCC1=CC=CC=C1)(F)F)=O benzyl 5-(2-(tert-butoxy)-2-oxoethyl)-3,3-difluoropiperidine-1-carboxylate